C(#C)C1=NN(N=C1)C[C@H]1CN(CCC1)C(=O)OC(C)(C)C tert-Butyl (R)-3-((4-ethynyl-2H-1,2,3-triazol-2-yl)methyl)piperidine-1-carboxylate